C(CCC)OC(=O)N1CCC(CC1)(C(=O)O)C 4-methyl-3,6-dihydropyridine-1,4(2H)-dicarboxylic acid butyl ester